ethylene vinyl acetate glycidyl-acrylate 1-hydroxy-2,2,6,6-tetramethylpiperidin-4-yl-palmitoate ON1C(CC(CC1(C)C)OC(CCCCCCCCCCCCCCC)=O)(C)C.C(C1CO1)OC(C=C)=O.C(C)(=O)OC=C.C=C